C1=CC(=O)NC=C1 Pyridinol